sodium dichloroacetate, sodium salt [Na+].ClC(C(=O)[O-])Cl.[Na+].ClC(C(=O)[O-])Cl